(6-(((tert-butyldiphenylsilyl)oxy)methyl)tetrahydro-2H-pyran-3-yl)hydrazine [Si](C1=CC=CC=C1)(C1=CC=CC=C1)(C(C)(C)C)OCC1CCC(CO1)NN